N-(3,3-dimethylbutan-2-yl)nonane-1,9-diamine CC(C(C)NCCCCCCCCCN)(C)C